ClC1=NC(=CC(=C1)F)C 2-chloro-4-fluoro-6-methylpyridine